C(C)(C)(C)OC(=O)N1C(CC(C(C1)C1=CC=CC=C1)N1CCCCC1)(C)C 2,2-dimethyl-5-phenyl-4-(1-piperidinyl)piperidine-1-carboxylic acid tert-butyl ester